C(C)OCCOCCOCC bis-(2-ethoxyethyl) ether